carbonic acid di(2,4-dichloro-5-nitrophenyl) ester ClC1=C(C=C(C(=C1)Cl)[N+](=O)[O-])OC(OC1=C(C=C(C(=C1)[N+](=O)[O-])Cl)Cl)=O